NCC1=CC=C(CN2C(NC3=C2C=C(C=C3)C)=O)C=C1 (4-(aminomethyl)benzyl)-6-methyl-1,3-dihydro-2H-benzo[d]imidazol-2-one